C(CCCCCC(C)(C)C)(=O)[O-] neo-decanoate